N-methyl-3,4-dihydroisoquinolinium p-toluenesulfonate CC1=CC=C(C=C1)S(=O)(=O)[O-].C[N+]1=CC2=CC=CC=C2CC1